6-(2-(1H-tetrazol-5-yl)phenyl)-N2-benzyl-N2-isobutyl-N4-(pyrazolo[1,5-a]pyrimidin-7-yl)pyridine-2,4-diamine N1N=NN=C1C1=C(C=CC=C1)C1=CC(=CC(=N1)N(CC(C)C)CC1=CC=CC=C1)NC1=CC=NC=2N1N=CC2